C1=NC=CC=2C(=NC=CC12)N [2,6]Naphthyridin-5-amine